ClC=1C(=NC(=NC1)NC1=CC=C2CCN(C(C2=C1)(C)C)C(C(F)(F)F)=O)NC1=C(C=CC=C1)P(=O)(C)C 1-(7-((5-Chloro-4-((2-(dimethylphosphoryl)phenyl)amino)pyrimidin-2-yl)amino)-1,1-dimethyl-3,4-dihydroisoquinolin-2(1H)-yl)-2,2,2-trifluoroethan-1-one